O=S1(CCC(CC1)CC(=O)NC1CCN(CC1)C1=C(C=CC=C1)/C=C/C(=O)NO)=O (E)-3-(2-(4-(2-(1,1-dioxidotetrahydro-2H-thiopyran-4-yl)acetamido)piperidin-1-yl)phenyl)-N-hydroxyacrylamide